C(C)(C)(C)OC(=O)N1CC(C1)C1=NN(C2=NC=CC(=C21)CO)C2=C(C=C(C=C2)OC(F)(F)F)F 3-[1-[2-fluoro-4-(trifluoromethoxy)phenyl]-4-(hydroxymethyl)pyrazolo[3,4-b]pyridin-3-yl]azetidine-1-carboxylic acid tert-butyl ester